(R)-(1-isopropyl-1H-pyrazol-5-yl)(4-(pyrazolo[1,5-a]pyridin-2-yl)-6,7-dihydro-1H-imidazo[4,5-c]pyridin-5(4H)-yl)methanone C(C)(C)N1N=CC=C1C(=O)N1[C@H](C2=C(CC1)NC=N2)C2=NN1C(C=CC=C1)=C2